rac-5-((1s,2r)-2-(ethoxycarbonyl) cyclopropyl)-4,4-difluoropentyl benzoate C(C1=CC=CC=C1)(=O)OCCCC(C[C@H]1[C@@H](C1)C(=O)OCC)(F)F |r|